6-[1-[6-(3-cyano-5-methyl-pyrazol-1-yl)-5-(difluoromethyl)-2-pyridyl]-6-methoxy-benzimidazol-5-yl]-2,6-diazaspiro[3.3]heptane-2-carboxylic acid tertbutyl ester C(C)(C)(C)OC(=O)N1CC2(C1)CN(C2)C2=CC1=C(N(C=N1)C1=NC(=C(C=C1)C(F)F)N1N=C(C=C1C)C#N)C=C2OC